(5R,6S,7S)-3a-(3-((2,3-dihydrobenzofuran-5-yl)methyl)phenyl)-5-(hydroxymethyl)-2-propyl-5,6,7,7a-tetrahydro-3aH-pyrano[2,3-d]oxazole-6,7-diol O1CCC2=C1C=CC(=C2)CC=2C=C(C=CC2)C21N=C(OC2[C@H]([C@@H]([C@H](O1)CO)O)O)CCC